C(#N)C=1C(=NC=C(C1)B1OC(C(O1)(C)C)(C)C)OC[C@@](CC(C)C)(C)NC(OC(C)(C)C)=O (S)-tert-butyl (1-((3-cyano-5-(4,4,5,5-tetramethyl-1,3,2-dioxaborolan-2-yl)pyridin-2-yl)oxy)-2,4-dimethylpentan-2-yl)carbamate